(R)-((1-(6-((4-cyanopyridin-2-yl)amino)-3-methylpyridin-2-carbonyl)-5,5-difluoropiperidin-2-yl)methyl)carbamic acid tert-butyl ester C(C)(C)(C)OC(NC[C@@H]1N(CC(CC1)(F)F)C(=O)C1=NC(=CC=C1C)NC1=NC=CC(=C1)C#N)=O